(S)-N-((S)-1-cyano-2-((S)-2-oxopyrrolidin-3-yl)ethyl)-2-(7-fluoro-1-oxoisoquinolin-2(1H)-yl)-4-methylpentanamide C(#N)[C@H](C[C@H]1C(NCC1)=O)NC([C@H](CC(C)C)N1C(C2=CC(=CC=C2C=C1)F)=O)=O